4-(2-hydroxyethoxy)-5-methoxy-benzoic Acid OCCOC1=CC=C(C(=O)O)C=C1OC